FC=1C=CC(=C(C1)S(=O)(=O)NC=1C=NC=2CCN(CC2C1)C(=O)OC(C)(C)C)OC tert-butyl 3-((5-fluoro-2-methoxyphenyl)sulfonamido)-7,8-dihydro-1,6-naphthyridine-6(5H)-carboxylate